C(C)(C)(C)OC(NCC=1C=NN(C1)S(=O)(=O)C)=O ((1-(methylsulfonyl)-1H-pyrazol-4-yl)methyl)carbamic acid tert-butyl ester